C(#N)C1=C(SC=2CN(CCC21)CC2CCCCC2)NC(CC2=CC=C(C=C2)S(N)(=O)=O)=O N-(3-Cyano-6-(cyclohexylmethyl)-4,5,6,7-tetrahydrothieno[2,3-c]pyridin-2-yl)-2-(4-sulfamoylphenyl)acetamid